tert-butyl (2R)-2-(6-bromo-8-methyl-imidazo[1,2-a]pyrazin-2-yl)pyrrolidine-1-carboxylate BrC=1N=C(C=2N(C1)C=C(N2)[C@@H]2N(CCC2)C(=O)OC(C)(C)C)C